C(C)(C)(C)C1N(CC[C@H](C1(F)F)CO)C(=O)O.C(C)(C)(C)C1=C(C=CC(=C1)C(C)(C)C)C(O)(C(CO)(CO)CO)C1=C(C=C(C=C1)C(C)(C)C)C(C)(C)C bis[2,4-di-tert-butylphenyl]pentaerythritol tert-butyl-(4S)-3,3-difluoro-4-(hydroxymethyl)piperidine-1-carboxylate